methyl 2-methyl-2-(2-(methyl(2-oxo-4-(o-tolyl)-2H-pyrano[2,3-b]pyridin-7-yl)amino)acetamido)propanoate CC(C(=O)OC)(C)NC(CN(C1=CC=C2C(=N1)OC(C=C2C2=C(C=CC=C2)C)=O)C)=O